1-(2-Cyanoethyl)-N-(3-cyano-4-methyl-1H-indol-7-yl)pyrazol-4-sulfonamid C(#N)CCN1N=CC(=C1)S(=O)(=O)NC=1C=CC(=C2C(=CNC12)C#N)C